4-oxo-2-(2-(pyrrolidin-1-yl)pyrimidin-5-yl)-6,7-dihydrothiazolo[5,4-c]pyridine O=C1NCCC2=C1SC(=N2)C=2C=NC(=NC2)N2CCCC2